CN1C[C@H]([C@@H](CC1)NC(C(COC1=NC=C(C=C1C)C)(C)C)=O)C N-((3R,4R)-1,3-dimethylpiperidin-4-yl)-3-((3,5-dimethylpyridin-2-yl)oxy)-2,2-dimethylpropionamide